O=C1NC(CCC1NC1=CC=C(C=C1)C1CCN(CC1)CC1=CC=C(C=C1)C=1C=C2C(=NC=NN2C1)C1=CC(=C(C=C1)CNC(CCCC(C)(C)C)=O)C)=O N-[[4-[6-[4-[[4-[4-[(2,6-dioxo-3-piperidyl)amino]phenyl]-1-piperidyl]methyl]phenyl]pyrrolo[2,1-f][1,2,4]triazin-4-yl]-2-methyl-phenyl]methyl]-5,5-dimethyl-hexanamide